NCCC(CN1CC(CC1)(C1=NC(=CC=C1)C(F)(F)F)F)O 4-Amino-1-(3-fluoro-3-(6-(trifluoromethyl)pyridin-2-yl)pyrrolidin-1-yl)butan-2-ol